N-(5-(4-cyano-3-isopropoxyphenyl)thiazol-2-yl)-1-methyl-2-oxo-1,2-dihydropyridine-4-carboxamide C(#N)C1=C(C=C(C=C1)C1=CN=C(S1)NC(=O)C1=CC(N(C=C1)C)=O)OC(C)C